3-{3-[(4-hydroxypiperidin-1-yl)-sulfonyl]phenyl}-3-[4-(7H-pyrrolo[2,3-d]pyrimidin-4-yl)-1H-pyrazol-1-yl]propanenitrile trifluoroacetate FC(C(=O)O)(F)F.OC1CCN(CC1)S(=O)(=O)C=1C=C(C=CC1)C(CC#N)N1N=CC(=C1)C=1C2=C(N=CN1)NC=C2